Methyl 2-[1-[(2,3-difluorophenyl)methyl]-5-oxopyrrolidin-2-yl]acetat FC1=C(C=CC=C1F)CN1C(CCC1=O)CC(=O)OC